COC(=O)C=1C=NN(C1)CC=1C(=NC(=CC1)N1CC2CC2C1)Cl 1-[(6-{3-azabicyclo[3.1.0]hex-3-yl}-2-chloropyridin-3-yl)methyl]-1H-pyrazole-4-carboxylic acid methyl ester